C1=CC=CC=2C3=CC=CC=C3C(C12)COC(=O)NC=1C=C(C(=O)N(C)CCON(C(CCCCCCNC(OCC2C3=CC=CC=C3C=3C=CC=CC23)=O)=O)C2CCCCC2)C=CC1 (9H-fluoren-9-yl)methyl (7-((2-(3-((((9H-fluoren-9-yl)methoxy)carbonyl)amino)-N-methylbenzamido)ethoxy)(cyclohexyl)amino)-7-oxoheptyl)carbamate